O1C(=CC=C1)CNC(C1=C(C=CC=C1)NC(C(=O)NC1=CC=CC2=CC=CC=C12)C)=O N-(furan-2-ylmethyl)-2-((1-(naphthalen-1-ylamino)-1-oxopropan-2-yl)amino)benzamide